COC(=O)C1=C(C(=C(C(=C1F)F)C1=CC=C(C=C1)C(C)(C)C)F)F 4'-(tert-butyl)-2,3,5,6-tetrafluoro-[1,1'-biphenyl]-4-carboxylic acid methyl ester